ClC=1C(=C(C=CC1)NC=1C(=NN2C1C(NCC2)=O)C2=CC(=NC=C2)NC=2N=NN(C2)C)OC 3-[(3-chloro-2-methoxyphenyl)amino]-2-{2-[(1-methyl-1,2,3-triazol-4-yl)amino]pyridin-4-yl}-5H,6H,7H-pyrazolo[1,5-a]pyrazin-4-one